NC1=NNC(=C1C#N)C(=O)OCC ethyl 3-amino-4-cyano-1H-pyrazole-5-carboxylate